N-(2,7-dimethyl-9H-fluoren-9-yl)-2-oxo-6-(trifluoromethyl)-1,2-dihydropyridine-3-carboxamide CC1=CC=2C(C3=CC(=CC=C3C2C=C1)C)NC(=O)C=1C(NC(=CC1)C(F)(F)F)=O